(2,3-dichlorophenyl)piperidine-4-carboxylic acid ClC1=C(C=CC=C1Cl)N1CCC(CC1)C(=O)O